ClC1=NNC(C(=C1)C(COC)N1N=CC(=C1)NC(=O)[C@H](C(C1CC1)C1CC1)NC(=O)C1=NON=C1CC)=O N-[(1S)-1-[[1-[1-(3-chloro-6-oxo-1H-pyridazin-5-yl)-2-methoxy-ethyl]pyrazol-4-yl]carbamoyl]-2,2-dicyclopropyl-ethyl]-4-ethyl-1,2,5-oxadiazole-3-carboxamide